O=C1C2=CC=CC=C2SC=2C(=CC=CC12)C(SC1CCCCC1)=O S-cyclohexyl 9-oxo-9H-thioxanthene-4-carbothioate